NC1=C(C=C(N=N1)C1=C(C=CC=C1)O)N1CC2CCC(C1)N2C2=CC(=NC=C2)C#CCN2CCCCCC2 2-(6-amino-5-(8-(2-(3-(azepan-1-yl)prop-1-yn-1-yl)pyridin-4-yl)-3,8-diazabicyclo[3.2.1]octan-3-yl)pyridazin-3-yl)phenol